2-(5-{cyclopropyl[(2R,3S,5S)-2-fluoro-8-azabicyclo[3.2.1]octan-3-yl]amino}pyrazin-2-yl)-4-fluoro-5-[1-(fluoromethyl)-1H-pyrazol-4-yl]phenol C1(CC1)N(C=1N=CC(=NC1)C1=C(C=C(C(=C1)F)C=1C=NN(C1)CF)O)[C@@H]1[C@@H](C2CC[C@@H](C1)N2)F